CN(CCCCCCN[C@@H]1[C@@]2(CC[C@H](C1)C2(C)C)C)CC=2C=1C3=C(C(N(C3=CC2)C2C(NC(CC2)=O)=O)=O)C=CC1 3-(6-((methyl(6-(((1R,2S,4R)-1,7,7-trimethylbicyclo[2.2.1]heptan-2-yl)amino)hexyl)amino)methyl)-2-oxobenzo[cd]indol-1(2H)-yl)piperidine-2,6-dione